methyl 6-chloro-5-fluoro-3-methylpyridine-2-carboxylate ClC1=C(C=C(C(=N1)C(=O)OC)C)F